N8-benzyl-3-isopropyl-N6-(3-methoxypropyl)-[1,2,4]triazolo[4,3-b]pyridazine-6,8-diamine C(C1=CC=CC=C1)NC=1C=2N(N=C(C1)NCCCOC)C(=NN2)C(C)C